CC=1NC(=C(N1)C(F)(F)F)C(=O)O 2-methyl-4-(trifluoromethyl)-1H-imidazole-5-carboxylic acid